ethyl 2-(2-fluoro-5-methylpyridin-3-yl)-6,7-dihydro-5H-pyrazolo[5,1-b][1,3]oxazine-3-carboxylate FC1=NC=C(C=C1C1=NN2C(OCCC2)=C1C(=O)OCC)C